1-(5-Difluoromethoxy-3-fluoropyridin-2-yl)-7-methoxy-3-methyl-8-(1-methyl-1H-pyrazol-4-yl)-1,3-dihydroimidazo[4,5-c]quinolin-2-one FC(OC=1C=C(C(=NC1)N1C(N(C=2C=NC=3C=C(C(=CC3C21)C=2C=NN(C2)C)OC)C)=O)F)F